C[Sn](C1=NC=C(N=C1)SC)(C)C 2-(trimethylstannanyl)-5-(methylthio)pyrazine